ClC1=C(C=CC=C1C=1N=C(C(=NC1)CN(C(OC(C)(C)C)=O)C[C@H]1NC(CC1)=O)OC)C1=C(C(=CC=C1)C1=CC=2N(C(C(=CN2)C=O)=O)C=C1)Cl (S)-tert-butyl ((5-(2,2'-dichloro-3'-(3-formyl-4-oxo-4H-pyrido[1,2-a]pyrimidin-8-yl)-[1,1'-biphenyl]-3-yl)-3-methoxypyrazin-2-yl)methyl)((5-oxopyrrolidin-2-yl)methyl)carbamate